N-[4-(3-cyanophenyl)-5-(2,6-dimethyl-4-pyridyl)thiazol-2-yl]-1-methyl-1,7-diazaspiro[3.4]octane-7-carboxamide C(#N)C=1C=C(C=CC1)C=1N=C(SC1C1=CC(=NC(=C1)C)C)NC(=O)N1CCC2(CCN2C)C1